NC=1C(=CC(=NC1C=1C=NN(C1)C)C(=O)OC)Br methyl 5-amino-4-bromo-6-(1-methylpyrazol-4-yl)pyridine-2-carboxylate